N-[4-[(2,4-dioxo-7-(trifluoromethyl)-2,3,4,5-tetrahydro-1H-benzo[b][1,4]diazepine-1-yl)]phenyl]benzenesulfonamide O=C1CC(NC2=C(N1C1=CC=C(C=C1)NS(=O)(=O)C1=CC=CC=C1)C=CC(=C2)C(F)(F)F)=O